t-butyl (6-bromo-2H-indazol-2-yl)acetate BrC=1C=CC2=CN(N=C2C1)CC(=O)OC(C)(C)C